ClC=1C=C(CN2C(N(C3=CC=C(C=C3C2=O)OC(CF)CF)C2CCN(CC2)C=O)=O)C=CC1OCCOC 4-{3-[3-chloro-4-(2-methoxyethoxy)benzyl]-6-[2-fluoro-1-(fluoromethyl)ethoxy]-2,4-dioxo-3,4-dihydroquinazolin-1(2H)-yl}piperidine-1-carbaldehyde